tert-Butyl 2-(azetidin-1-yl)-6,7-dihydrothiazolo[5,4-c]pyridine-5(4H)-carboxylate N1(CCC1)C=1SC=2CN(CCC2N1)C(=O)OC(C)(C)C